NC1=NC(N(C=C1)[C@H]1[C@]([C@@H]([C@@](O1)(F)CO[P@](=O)(OC1=CC=CC=C1)N[C@@H](C)C(=O)OC(C)C)O)(C)F)=O isopropyl ((S)-(((2S,3S,4R,5R)-5-(4-amino-2-oxopyrimidin-1(2H)-yl)-2,4-difluoro-3-hydroxy-4-methyltetrahydrofuran-2-yl)methoxy)(phenoxy)phosphoryl)-L-alaninate